N1(CCNCCC1)C(=O)OC(C)(C)C Tert-butyl homopiperazine-1-carboxylate